FC(C(=O)O)(F)F.ClC1=CC(=C(COC2=NC=C(C(=N2)N2CCC3(CC3C3=NC4=C(N3CC=3OC=CN3)C=C(C=C4)C(=O)O)CC2)F)C=C1)F 2-(6-{2-[(4-chloro-2-fluorobenzyl)oxy]-5-fluoropyrimidin-4-yl}-6-azaspiro[2.5]oct-1-yl)-1-(1,3-oxazol-2-ylmethyl)-1H-benzimidazole-6-carboxylic acid, trifluoroacetate salt